C1(CC2C(CC1)O2)C(=O)OCCOCCOC(=O)C2CC1C(CC2)O1 diethylene glycol bis-(3,4-epoxycyclohexanecarboxylate)